N[C@@H](CCC(=O)OC(CCCN)=O)C(=O)O.O=CC(CCC=O)NC(=O)C1=CC=C(C=C1)N1C=NN=C1 5-oxo-4-[[4-(4H-1,2,4-triazol-4-yl)phenyl]formamido]pentanal gamma-glutamyl-gamma-aminobutyrate